BrC=1C=C2C=C(C(N(C2=NC1)CC1=NC=C(C=C1)F)=O)C(=O)OCC ethyl 6-bromo-1-((5-fluoropyridin-2-yl) methyl)-2-oxo-1,2-dihydro-1,8-naphthyridine-3-carboxylate